2-[[4,7-difluoro-2-[[2-[2-oxo-3-(3-oxo-4H-pyrido[3,2-b][1,4]oxazin-6-yl)-1,3-oxazolidin-5-yl]ethylamino]methyl]-2,3-dihydro-1H-inden-5-yl]oxy]-N-methylacetamide FC1=C2CC(CC2=C(C=C1OCC(=O)NC)F)CNCCC1CN(C(O1)=O)C=1C=CC=2OCC(NC2N1)=O